diethyl naphthalenedicarboxylate C=1(C(=CC=C2C=CC=CC12)C(=O)OCC)C(=O)OCC